ClC1=C(C=CC(=C1)Cl)C=1CCCC2=C(C1C1=CC=C(C=C1)O[C@@H]1CN(CC1)CCCF)C=CC(=C2)C=2OC=NN2 (S)-2-(8-(2,4-dichlorophenyl)-9-(4-((1-(3-fluoropropyl)pyrrolidin-3-yl)oxy)phenyl)-6,7-dihydro-5H-benzo[7]annulen-3-yl)-1,3,4-oxadiazole